CO[C@@]1([C@H](O)[C@H](O)[C@@H](CO)O1)N1C(=O)NC(=S)C=C1 methoxy-4-thiouridine